CN(C1=NC=CC=C1C(C)=NS(=O)C(C)(C)C)C N-(1-(2-(dimethylamino)pyridin-3-yl)ethylidene)-2-methylpropane-2-sulfinamide